N-(3-fluoro-5-methyl-4-((5-morpholinothiazol-2-yl)oxy)phenyl)-3-methoxycyclobutane-1-carboxamide FC=1C=C(C=C(C1OC=1SC(=CN1)N1CCOCC1)C)NC(=O)C1CC(C1)OC